ClC=1C=C(C=CC1)N[C@H](C)C(=O)N1[C@H]2CC([C@@H]([C@H]1C(=O)N[C@@H](C[C@H]1C(NCCC1)=O)C#N)CC2)(F)F (1R,3S,4R)-2-((3-chlorophenyl)-D-alanyl)-N-((S)-1-cyano-2-((S)-2-oxopiperidin-3-yl)ethyl)-5,5-difluoro-2-azabicyclo[2.2.2]octane-3-carboxamide